(1R,2R)-2-fluoro-N-(4'-((6-((S)-1-hydroxypropyl)-4-methylpyridin-3-yl)amino)-[4,5'-bipyrimidin]-6-yl)cyclopropane-1-carboxamide F[C@H]1[C@H](C1)C(=O)NC1=CC(=NC=N1)C=1C(=NC=NC1)NC=1C=NC(=CC1C)[C@H](CC)O